CN1CCN(CC1)C=1C=C(C=CC1)NC1=CC=C2C(=N1)NC=C2C=2C=C1C=CC=NC1=CC2 N-(3-(4-Methylpiperazin-1-yl)phenyl)-3-(quinolin-6-yl)-1H-pyrrolo[2,3-b]pyridin-6-amine